OC(C)(C)C1CN(C1)C1=C2C=CNC(C2=CN=C1)=O 5-[3-(1-hydroxy-1-methyl-ethyl)azetidin-1-yl]-2,7-naphthyridin-1-one